4-(1-(4-(1,1-dioxidothiomorpholino)-phenyl)-3-((quinuclidin-4-ylmethyl)amino)-1H-pyrazol-5-yl)-2-fluorobenzonitrile O=S1(CCN(CC1)C1=CC=C(C=C1)N1N=C(C=C1C1=CC(=C(C#N)C=C1)F)NCC12CCN(CC1)CC2)=O